4-(3-chlorobenzyl)-5-methyl-1,3-thiazol ClC=1C=C(CC=2N=CSC2C)C=CC1